N-(4-bromo-2-fluorophenyl)-8-oxo-6,7-dihydro-5H-indolizine-5-carboxamide BrC1=CC(=C(C=C1)NC(=O)C1N2C=CC=C2C(CC1)=O)F